(S)-ethyl 2-((2S,3R)-2,3-bis(4-chlorophenyl)-5-oxomorpholino)pentanoate ClC1=CC=C(C=C1)[C@@H]1OCC(N([C@@H]1C1=CC=C(C=C1)Cl)[C@H](C(=O)OCC)CCC)=O